NC=1N=CC2=CC(=CC=C2C1C(=O)N[C@H]1CN(CC1)C)C1=C(C=CC=C1C)F 3-amino-7-(2-fluoro-6-methyl-phenyl)-N-[(3R)-1-methylpyrrolidin-3-yl]isoquinoline-4-carboxamide